8-[(4-Cyano-piperidin-4-ylmethyl)-amino]-6-(3-fluoro-pyridin-4-yl)-imidazo[1,2-a]pyrazine-2-carboxylic acid methylamide CNC(=O)C=1N=C2N(C=C(N=C2NCC2(CCNCC2)C#N)C2=C(C=NC=C2)F)C1